N1=C(C=CC=C1)N1C(C2=CN=CC=C2C=C1)=O 2-(pyridin-2-yl)-2,7-naphthyridin-1(2H)-one